NCCCS(=O)(=O)N(C)C 3-amino-N,N-dimethylpropane-1-sulfonamide